methyl (2S)-2-[(tert-butoxycarbonyl)amino]-3-(5-fluoro-2-hydroxyphenyl)propanoate C(C)(C)(C)OC(=O)N[C@H](C(=O)OC)CC1=C(C=CC(=C1)F)O